5-(6-(Trifluoromethyl)pyrazin-2-yl)picolinaldehyde FC(C1=CN=CC(=N1)C=1C=CC(=NC1)C=O)(F)F